[Cs+].C(=[NH2+])N formamidinium caesium